2-((11-(4-(trimethylsilyl)phenyl)undec-10-yn-1-yl)oxy)ethyl hydrogen ((((R)-1-(6-amino-9H-purin-9-yl)propan-2-yl)oxy)methyl)phosphonate NC1=C2N=CN(C2=NC=N1)C[C@@H](C)OCP(OCCOCCCCCCCCCC#CC1=CC=C(C=C1)[Si](C)(C)C)(O)=O